Diisoundecyl phthalate C(C=1C(C(=O)OCCCCCCCCC(C)C)=CC=CC1)(=O)OCCCCCCCCC(C)C